2-(2,6-Dioxopiperidin-3-yl)-5-(3-(4-(4-(quinoxalin-2-yl)-1H-pyrazol-1-yl)butyl)azetidin-1-yl)isoindoline-1,3-dione O=C1NC(CCC1N1C(C2=CC=C(C=C2C1=O)N1CC(C1)CCCCN1N=CC(=C1)C1=NC2=CC=CC=C2N=C1)=O)=O